(2-(2-(difluoromethoxy)phenyl)pyrimidin-4-yl)methanol FC(OC1=C(C=CC=C1)C1=NC=CC(=N1)CO)F